CN(C)C1=C(C=CC=C1)C(=C)C1=C(C=CC=C1)N(C)C 1,1-bis[(N,N-dimethylamino)phenyl]ethylene